2-(6-(4-(2-hydroxyethyl)-piperazin-1-yl)-2-methylpyrimidin-4-ylamino)thiazole-5-carboxamide OCCN1CCN(CC1)C1=CC(=NC(=N1)C)NC=1SC(=CN1)C(=O)N